FC=1C(=C(C=C(C1)F)C1CCN(CC1)C(=O)C1=NNC2=C1CN(CC2)C#N)C(F)(F)F 3-(4-(3,5-difluoro-2-(trifluoromethyl)phenyl)piperidine-1-carbonyl)-6,7-dihydro-1H-pyrazolo[4,3-c]pyridine-5(4H)-carbonitrile